C(C=C)(=O)OCCOCCOC(=O)C1=C(C(C(=O)O)=CC=C1)C(=O)O acryloyloxyethoxyethoxycarbonylphthalic acid